(R)-4-((1-(3-(difluoromethyl)-2-fluorophenyl)prop-2-yn-1-yl)amino)-6-(1-(fluoromethyl)cyclopropyl)-2-methylpyrido[4,3-d]pyrimidin-7(6H)-one FC(C=1C(=C(C=CC1)[C@@H](C#C)NC=1C=2C(N=C(N1)C)=CC(N(C2)C2(CC2)CF)=O)F)F